4,9,12,12-tetramethyl-5-oxatricyclo[8.2.0.04,6]dodecane CC12CCC3C(CC3C(CCC2O1)C)(C)C